C(N)(O[C@H](C(=O)NC=1C=C2CC(CC2=CC1)(C(NC)=O)NCC1(CC1)CN)C1CCCCC1)=O ((1S)-2-((2-(((1-(aminomethyl) cyclopropyl) methyl) amino)-2-(methylcarbamoyl)-2,3-dihydro-1H-inden-5-yl) amino)-1-cyclohexyl-2-oxoethyl) carbamate